C1(CCCC1)OC1=NC=CC=C1C1=CC(=C(C(=C1)F)/C=C/CO)F (E)-3-[4-[2-(cyclopentyloxy)-3-pyridyl]-2,6-difluoro-phenyl]prop-2-en-1-ol